C(=O)C1=C(OC[C@H]2N(CCCC2)C(=O)C2=C(C=O)C(=CC=C2)C)C=CC=C1O 2-[(2S)-2-[(2-formyl-3-hydroxyphenoxy)methyl]piperidine-1-carbonyl]-6-methylbenzaldehyde